2-((1r,4r)-4-(3,6-diazabicyclo[3.1.1]heptan-3-yl)cyclohexyl)-6-methyl-N-(5-methyl-1H-pyrazol-3-yl)pyrimidin-4-amine [C@@H]12CN(CC(N1)C2)C2CCC(CC2)C2=NC(=CC(=N2)NC2=NNC(=C2)C)C